4-CHLORO-3-(DIMETHYLAMINOCARBONYL)PHENYLBORONIC ACID ClC1=C(C=C(C=C1)B(O)O)C(=O)N(C)C